ClC1=CC=C(OC2=C(C(=NN2C)C)CNC2=CC(=C(C=C2)NC(C(C)(C)C)=O)C)C=C1 N-(4-{[5-(4-Chlorophenoxy)-1,3-dimethyl-1H-pyrazol-4-ylmethyl]-amino}-2-methylphenyl)-2,2-dimethylpropionamide